2-methoxy-N-((E)-3-(4-(3-methyl-4-([1,2,4]triazolo[4,3-c]pyrimidin-7-yloxy)anilino)-6-quinazolinyl)allyl)acetamide COCC(=O)NC\C=C\C=1C=C2C(=NC=NC2=CC1)NC1=CC(=C(C=C1)OC1=CC=2N(C=N1)C=NN2)C